BrC=1SC2=C(C1)C=C(C=C2)F 2-bromo-5-fluorobenzothiophene